BrC=1C(=C(C=C2C(N(C(=NC12)Cl)C)=O)C)F 8-bromo-2-chloro-7-fluoro-3,6-dimethylquinazolin-4(3H)-one